[[(trimethylsilyl)methyl]sulfonyl]benzene C[Si](C)(C)CS(=O)(=O)C1=CC=CC=C1